C(C)(C)(C)OC(N(C1(CC1)C=C)CCC=C)=O 3-buten-1-yl-(1-vinylcyclopropyl)carbamic acid tert-butyl ester